CN(CC(C(=O)OC1C[C@H](N(C1)CCCCCC(OCCCCCCCCCCC)=O)C(=O)OCCCCCCCC(=O)OC(CCCCCCCC)CCCCCCCC)(C)C)C [8-(1-octylnonoxy)-8-oxo-octyl] (2S)-4-[3-(dimethylamino)-2,2-dimethyl-propanoyl]oxy-1-(6-oxo-6-undecoxy-hexyl)pyrrolidine-2-carboxylate